(S)-N-(1-(7-(1H-Pyrazol-3-yl)quinolin-5-yl)cyclopropyl)-5-(azetidin-2-ylmethoxy)-2-methylbenzamide N1N=C(C=C1)C1=CC(=C2C=CC=NC2=C1)C1(CC1)NC(C1=C(C=CC(=C1)OC[C@H]1NCC1)C)=O